2-(6-iodo-4-isopropyl-1-oxophthalazin-2(1H)-yl)acetic acid methyl ester COC(CN1C(C2=CC=C(C=C2C(=N1)C(C)C)I)=O)=O